OC1=C(C=C(C(=O)O)C(=C1)O)C(=O)O 4,6-dihydroxy-isophthalic acid